6-((1R,3s,5S,6r)-6-(1-isopropyl-3-(4-(trifluoromethyl)-4-((trimethylsilyl)oxy)cyclohexyl)-1H-pyrazol-5-yl)bicyclo[3.1.0]hexan-3-yl)-2-thia-6-azaspiro[3.4]octane 2,2-dioxide C(C)(C)N1N=C(C=C1C1[C@H]2CC(C[C@@H]12)N1CC2(CS(C2)(=O)=O)CC1)C1CCC(CC1)(O[Si](C)(C)C)C(F)(F)F